(4-pentylcyclohexyl)ethylamine C(CCCC)C1CCC(CC1)CCN